4-((2-methylpyridin-4-yl)amino)imidazo[1,5-a]pyrido[4,3-e]pyrazine-3-carboxylic acid CC1=NC=CC(=C1)NC=1C=2N(C3=C(N1)C=CN=C3)C=NC2C(=O)O